ethyl 1-[2-[1-[(6-chloropyridin-3-yl)methyl]-5-oxopyrrolidin-2-yl]acetyl]piperidine-2-carboxylat ClC1=CC=C(C=N1)CN1C(CCC1=O)CC(=O)N1C(CCCC1)C(=O)OCC